CC=1C(=C2C=NNC2=CC1)C=1C=C2C(=CN(C2=CC1)C1CN(C1)C(C=C)=O)C(F)(F)F 1-(3-(5-(5-methyl-1H-indazol-4-yl)-3-(trifluoromethyl)-1H-indol-1-yl)azetidin-1-yl)prop-2-en-1-one